O=C(COP(O)(O)=O)CC[C@@H]1C(NCC1)=O 2-oxo-4-[(3S)-2-oxopyrrolidin-3-yl]Butoxyphosphonic acid